C(C1=CC=CC=C1)NC(C)C=1SC(=CN1)C(=O)NC1=NC=C(C(=C1)C(F)(F)F)Cl 2-(1-(benzylamino)ethyl)-N-(5-chloro-4-(trifluoromethyl)pyridin-2-yl)-1,3-thiazole-5-carboxamide